C1(=CC=CC=C1)C1=CC=C(C(=O)NC2=CN(C(C=C2)=O)C2=CC=CC=C2)C=C1 4-phenyl-N-(6-oxo-1-phenyl-1,6-dihydropyridin-3-yl)benzamide